1-[4-(4-piperidinyl)phenyl]hexahydropyrimidine-2,4-dione HCl salt Cl.N1CCC(CC1)C1=CC=C(C=C1)N1C(NC(CC1)=O)=O